(γ-glutamyl)lysine N[C@@H](CCC(=O)N[C@@H](CCCCN)C(=O)O)C(=O)O